1-[2-(3-methoxyphenyl)-3-(pyridin-4-yl)-6,7-dihydropyrazolo[1,5-a]pyrazin-5(4H)-yl]prop-2-en-1-one COC=1C=C(C=CC1)C1=NN2C(CN(CC2)C(C=C)=O)=C1C1=CC=NC=C1